CS(=O)(=O)OC1=C(C=C(C=C1)C)[N+](=O)[O-].[Na] sodium (4-methyl-2-nitrophenyl) methylsulfonate